FC(C1=NN(C=C1S(=O)(=O)[C@@](C)(F)C1CCN(CC1)C(=O)NC1=NOC=C1)C)F (R)-4-(1-((3-(difluoromethyl)-1-methyl-1H-pyrazol-4-yl)sulfonyl)-1-fluoroethyl)-N-(isoxazol-3-yl)piperidine-1-carboxamide